BrC1=NN(C(=N1)C(=O)OC)C1CC1 methyl 3-bromo-1-cyclopropyl-1H-1,2,4-triazole-5-carboxylate